BrC=1C(=NN(C1)C[C@H]1OC(OC1)(C)C)C 4-bromo-1-[[(4R)-2,2-dimethyl-1,3-dioxolan-4-yl]methyl]-3-methyl-pyrazole